7-(1-(adamantan-1-ylmethyl)-1H-pyrazol-4-yl)-3-(6-(pyridazin-3-ylamino)pyridazin-3-yl)imidazo[1,2-a]pyridine-8-carboxylic acid C12(CC3CC(CC(C1)C3)C2)CN2N=CC(=C2)C2=C(C=3N(C=C2)C(=CN3)C=3N=NC(=CC3)NC=3N=NC=CC3)C(=O)O